3-(3-(2-(8-ethoxy-1,3,4,9-tetrahydro-2H-pyrido[3,4-b]indol-2-yl)ethyl)cyclobutyl)-1,1-dimethylurea C(C)OC=1C=CC=C2C3=C(NC12)CN(CC3)CCC3CC(C3)NC(N(C)C)=O